(3-chloro-5-nitro-phenyl)methanamine ClC=1C=C(C=C(C1)[N+](=O)[O-])CN